2-butyl-3-(2,6-dimethoxyphenyl)-6-hydroxy-5-[(5-methyl-1,2-oxazol-3-yl)methyl]-3,4-dihydropyrimidin-4-one C(CCC)C1=NC(=C(C(N1C1=C(C=CC=C1OC)OC)=O)CC1=NOC(=C1)C)O